[Cu].ClC1=CC=C(C=N1)C(=O)NC=1SC(=C(N1)C1=NC=CC=C1)C#N 6-chloro-N-(5-cyano-4-(pyridin-2-yl)thiazol-2-yl)pyridine-3-carboxamide copper